CC=1C(=NC=C(N1)C=1C=NN(C1COC(=O)OC1=CC=C(C=C1)[N+](=O)[O-])C)O[C@@H]1C[C@H](CC1)C(=O)OCC |r| (±)-Trans-ethyl 3-((3-methyl-5-(1-methyl-5-((((4-nitrophenoxy)carbonyl)oxy) methyl)-1H-pyrazol-4-yl)pyrazin-2-yl)oxy)cyclopentanecarboxylate